(3S,4S)-N-[3-fluoro-2-(trifluoromethyl)phenyl]-1-methyl-4-[1-methyl-5-(trifluoromethyl)pyrazol-4-yl]-2-oxo-pyrrolidine-3-carboxamide FC=1C(=C(C=CC1)NC(=O)[C@H]1C(N(C[C@@H]1C=1C=NN(C1C(F)(F)F)C)C)=O)C(F)(F)F